NC=1N(C=CC1)C1C(=C(C=CC1(C)OCC1(CC1)N)O)C 2-Amino-6-((1-aminocyclopropyl)methoxy)-1-(3-hydroxy-2,6-dimethylphenyl)-1H-pyrrole